5-(4-((4-(1-(4-amino-5-methoxy-2-(1-methyl-1H-pyrazol-4-yl)phenyl)piperidin-4-yl)piperazin-1-yl)methyl)-4-fluoropiperidin-1-yl)-2-(2,6-dioxopiperidin-3-yl)isoindoline-1,3-dione NC1=CC(=C(C=C1OC)N1CCC(CC1)N1CCN(CC1)CC1(CCN(CC1)C=1C=C2C(N(C(C2=CC1)=O)C1C(NC(CC1)=O)=O)=O)F)C=1C=NN(C1)C